1,3-bis(4-dimethylaminobenzylidene)acetone CN(C1=CC=C(C=CC(=O)C=CC2=CC=C(C=C2)N(C)C)C=C1)C